CCCCCCCCCCCCC/C=C/[C@H]([C@H](CO[C@H]1[C@@H]([C@H]([C@@H]([C@H](O1)CO)O)O)O)NC(=O)CCCCCCC)O The molecule is a beta-D-glucosylceramide in which the ceramide N-acyl group is specified as octanoyl. It is an organic molecular entity, a C8 beta-D-glycosyl N-acylsphingosine and a beta-D-glucosyl-N-acylsphingosine.